COC(=O)N1CCC(CC1)CN1CCC(CC1)C1=C(C=C2C(=NN(C2=C1)C)C1C(NC(CC1)=O)=O)F methyl-4-((4-(3-(2,6-dioxopiperidin-3-yl)-5-fluoro-1-methyl-1H-indazol-6-yl)piperidin-1-yl)methyl)piperidine-1-carboxylate